Methyl-2'-(pyridin-3-ylmethyl)-N-[(2S)-tetrahydrofuran-2-ylmethyl]-2',5'-dihydrospiro[cyclopropane-1,4'-furo[2,3-g]indazole]-7'-carboxamide CC=1N(N=C2C3=C(CC4(C12)CC4)OC(=C3)C(=O)NC[C@H]3OCCC3)CC=3C=NC=CC3